CC1(CC2(ON=C(O2)C2CCCCCCCCCC2)CC(N1)(C)C)C 7,7,9,9-tetramethyl-2-cycloundecyl-1-oxa-3,8-diaza-4-oxaspiro[4.5]decene